NC1=C(SC(=C1)C1=CC(=CC=C1)F)C(=O)N[C@H]1CC(CN(C1)C(=O)OC(C)(C)C)(F)F tert-butyl (S)-5-(3-amino-5-(3-fluorophenyl)thiophene-2-carboxamido)-3,3-difluoropiperidine-1-carboxylate